Cl.C1=NC=CC=2C(=CC=CC12)S(=O)(=O)N1CCNCCC1 1-(5-Isoquinolinesulfonyl)homopiperazine hydrochloride